COC([C@H](OC=1N=C(C2=C(N1)CN(CC2)C2=CC(=CC1=CC=CC=C21)OCOC)N2C[C@@H](NCC2)CC#N)C)OC 2-[(2S)-4-[2-[(1R)-2,2-dimethoxy-1-methyl-ethoxy]-7-[3-(methoxymethoxy)-1-naphthyl]-6,8-dihydro-5H-pyrido[3,4-d]pyrimidin-4-yl]piperazin-2-yl]acetonitrile